ethyl 4-chloro-7-[4-fluoro-2-(2-methoxyethoxy) phenyl]thieno[3,2-c]pyridine-6-carboxylate ClC1=NC(=C(C2=C1C=CS2)C2=C(C=C(C=C2)F)OCCOC)C(=O)OCC